(2S)-2-amino-5-carbamimidamido-pentanoic acid N[C@H](C(=O)O)CCCNC(=N)N